O1S(N(CC1)C(=O)OCC1=CC=CC=C1)(=O)=O benzyl 1,2,3-oxathiazolidine-3-carboxylate 2,2-dioxide